Undec-1,3-dien-9-yl dimethylcarbamate CN(C(OC(CCCCC=CC=C)CC)=O)C